(R)-N-(3-(2-methoxy-4-(1-(tetrahydrofuran-3-yl)-1H-pyrazol-4-yl)phenyl)-1-methyl-1H-pyrazolo[3,4-c]pyridin-5-yl)cyclopropanecarboxamide COC1=C(C=CC(=C1)C=1C=NN(C1)[C@H]1COCC1)C1=NN(C2=CN=C(C=C21)NC(=O)C2CC2)C